1,N'-diisopropylcarbodiimide C(C)(C)N=C=NC(C)C